N-[3-(7-[(1S,2S,3R,5R)-2-fluoro-8-azabicyclo[3.2.1]octan-3-yl]amino-3-(2,2,2-trifluoroethyl)-1-benzothiophen-2-yl)-1,2,4-oxadiazol-5-yl]methyl-3-methoxy-1-methylpyrazole-4-carboxamide F[C@H]1[C@@H]2CC[C@H](C[C@H]1NC1=CC=CC=3C(=C(SC31)C3=NOC(=N3)CNC(=O)C=3C(=NN(C3)C)OC)CC(F)(F)F)N2